S(N)(=O)(=O)C1=CC=C(S1)CCC(=O)O 3-(5-sulfamoylthiophen-2-yl)propanoic acid